C1NCCC2=CC(=CC=C12)C#N 1,2,3,4-tetrahydroisoquinoline-6-carbonitrile